IC1=CN=C(N(C1=O)C)N1CCC2([C@@H]([C@@H](OC2)C)N[S@](=O)C(C)(C)C)CC1 (R)-N-((3S,4S)-8-(5-iodo-1-methyl-6-oxo-1,6-dihydropyrimidin-2-yl)-3-methyl-2-oxa-8-azaspiro[4.5]decan-4-yl)-2-methylpropane-2-sulfinamide